FC=1C=C(C=C(C1CNC1COCC1)OC)C=1C(=C(C=CC1)C1=C(C(=CC=C1)NC(=O)C=1C(N(C(NC1)=O)C)=O)C)C N-(3''-fluoro-5''-methoxy-2,2'-dimethyl-4''-(((tetrahydrofuran-3-yl)amino)methyl)-[1,1':3',1''-terphenyl]-3-yl)-3-methyl-2,4-dioxo-1,2,3,4-tetrahydropyrimidine-5-carboxamide